C1(CC1)C1=NC2=CC=CC(=C2C(=N1)N1CCC(CC1)C1=C(C=CC=C1)OC)N(CCO)C 2-({2-Cyclopropyl-4-[4-(2-methoxy-phenyl)-piperidin-1-yl]-quinazolin-5-yl}-methyl-amino)-ethanol